The molecule is a proanthocyanidin consisting of (-)-epigallocatechin and (-)-epicatechin units joined by a (4beta->8)-linkage. It has a role as a metabolite. It is a hydroxyflavan, a proanthocyanidin, a polyphenol and a biflavonoid. It derives from a (-)-epigallocatechin and a (-)-epicatechin. C1[C@H]([C@H](OC2=C1C(=CC(=C2[C@@H]3[C@H]([C@H](OC4=CC(=CC(=C34)O)O)C5=CC(=C(C(=C5)O)O)O)O)O)O)C6=CC(=C(C=C6)O)O)O